FC(OC1=CC=C(C=C1)C1=CN=C2N1C=CN=C2NC2=CC(=C(C(=O)N(CC(=O)N(CC(=O)N1CCN(CC1)C)C)C)C=C2)C)F 4-[[3-[4-(difluoromethoxy)phenyl]imidazo[1,2-a]pyrazin-8-yl]amino]-N,2-dimethyl-N-[2-[methyl-[2-(4-methylpiperazin-1-yl)-2-oxoethyl]amino]-2-oxoethyl]benzamide